chloro-4''-((5-(trifluoromethyl)pyridin-2-yl)methoxy)-3-(2-hydroxypropan-2-yl)-5',6''-dimethyl-2H,2''H-[1,2':4',1''-terpyridin]-2,2''-dione ClC1=C(C(N(C=C1)C1=NC=C(C(=C1)N1C(C=C(C=C1C)OCC1=NC=C(C=C1)C(F)(F)F)=O)C)=O)C(C)(C)O